FC1=C(COCC2=NC=CC=C2)C=CC(=C1)[N+](=O)[O-] 2-(((2-fluoro-4-nitrobenzyl)oxy)methyl)pyridine